(S,RS)-(8-(1-Hydroxyethyl)-1,4-dioxo-7-azaspiro[4.4]nonan-7-yl)(2'-methyl-[1,1'-biphenyl]-4-yl)methanone O[C@H](C)[C@H]1N(CC2(C(CCC2=O)=O)C1)C(=O)C1=CC=C(C=C1)C1=C(C=CC=C1)C |&1:1|